O[C@@H]1C[C@H](N(C1)C([C@H](C(C)(C)C)NC([O-])=O)=O)C(N[C@@H](C)C1=CC=C(C=C1)C1=C(N=CS1)C)=O ((S)-1-((2S,4R)-4-hydroxy-2-(((S)-1-(4-(4-methylthiazol-5-yl)phenyl)ethyl)carbamoyl)pyrrolidin-1-yl)-3,3-dimethyl-1-oxobutan-2-yl)carbamate